1-(5-(methylamino)isoindolin-2-yl)ethan-1-one CNC=1C=C2CN(CC2=CC1)C(C)=O